3-(4-fluoro-3-methylphenyl)-1-methyl-1H-pyrazol FC1=C(C=C(C=C1)C1=NN(C=C1)C)C